ClC1=CC(=C2N=CC(=NC2=C1)OC)C=1SC2=C(N1)C(=CC(=C2)OC)C 2-(7-chloro-2-methoxyquinoxalin-5-yl)-6-methoxy-4-methylbenzo[d]thiazole